4-(1-carbamimidoyl-1,2,3,6-tetrahydropyridin-4-yl)-N-[4-(4-carbamimidoylpiperazin-1-yl)phenyl]furan-2-carboxamide trifluoroacetate FC(C(=O)O)(F)F.C(N)(=N)N1CCC(=CC1)C=1C=C(OC1)C(=O)NC1=CC=C(C=C1)N1CCN(CC1)C(N)=N